C(C)(CCCC)Br sec.-Hexylbromid